ClC1=C(C(=CC=C1)Cl)N1C=2N(C3=C(C1=O)C=NC(=N3)NC3=CC(=C(C=C3)N3CCN(CC3)C(C)C)C)CCN2 6-(2,6-Dichlorophenyl)-2-((4-(4-isopropylpiperazin-1-yl)-3-methylphenyl)amino)-8,9-dihydroimidazo[1,2-a]pyrimido[5,4-e]pyrimidin-5(6H)-one